2-(4-hydroxy-3-methoxyphenyl)-5-(3-hydroxypropyl)-7-methoxy-3-benzofurancarboxaldehyde OC1=C(C=C(C=C1)C=1OC2=C(C1C=O)C=C(C=C2OC)CCCO)OC